COC1=CC=2C3=C(C(=NC2C=C1OCCCN1CCCC1)NCC(C)OC)CCC3 8-methoxy-N-(2-methoxypropyl)-7-(3-(pyrrolidin-1-yl)propoxy)-2,3-dihydro-1H-cyclopenta[c]quinolin-4-amine